FC(C=1C=C2C(=NC=NC2=C(C1)C(F)(F)F)N[C@@H](C)C1=NC=NN1C1=CC=C(C=N1)C#N)(F)F 6-[5-[(1S)-1-[[6,8-bis(trifluoromethyl)quinazolin-4-yl]amino]ethyl]-1,2,4-triazol-1-yl]pyridine-3-carbonitrile